OC1=C(C(=C(C=2OC3=C(C=CC=C3C(C12)=O)OC)CC=C(C)C)OC)CC=C(C)C 1-Hydroxy-3,5-dimethoxy-2,4-diprenylxanthone